S(=O)(=O)([O-])[O-].[Al+3].[Ca+2].[Ba+2] barium calcium aluminum sulfate